BrCC=1C=C(CN2C(CCC2)=O)C=CC1 1-(3-(bromomethyl)benzyl)pyrrolidin-2-one